2-[4-[6-[5-(5-fluoro-6-methyl-2-pyridyl)-1H-imidazol-4-yl]-1,5-naphthyridin-3-yl]pyrazol-1-yl]ethanamine FC=1C=CC(=NC1C)C1=C(N=CN1)C=1N=C2C=C(C=NC2=CC1)C=1C=NN(C1)CCN